(3-cyclobutyl-5-(difluoromethyl)isothiazol-4-yl)(phenyl)methanone C1(CCC1)C1=NSC(=C1C(=O)C1=CC=CC=C1)C(F)F